ClC=1C=C(C=C(C1)Cl)C1(CC(=NO1)C1=CC(=C(C(=O)NNC(C2=CC(=CC=C2)OC)=O)C=C1)C)C(F)(F)F 4-(5-(3,5-dichlorophenyl)-5-(trifluoromethyl)-4,5-dihydroisoxazol-3-yl)-N'-(3-methoxybenzoyl)-2-methylbenzoyl-hydrazine